tributylsilyl-cobalt benzyl-(6S)-1,1-dichloro-6-(4-(methoxycarbonyl)phenyl)-2-oxo-7-azaspiro[3.5]nonane-7-carboxylate C(C1=CC=CC=C1)OC(=O)N1[C@@H](CC2(CC(C2(Cl)Cl)=O)CC1)C1=CC=C(C=C1)C(=O)OC.C(CCC)[Si](CCCC)(CCCC)[Co]